2-(3-methylphenyl)isonicotinic acid methyl ester COC(C1=CC(=NC=C1)C1=CC(=CC=C1)C)=O